choline acetamide C(C)(=O)N.OCC[N+](C)(C)C